3,5,7-trihydroxy-2-(4-methoxyphenyl)-8-(3-methylbut-2-enyl)-4H-benzopyran-4-one OC1=C(OC2=C(C1=O)C(=CC(=C2CC=C(C)C)O)O)C2=CC=C(C=C2)OC